3-benzyl-6-(3-methylbenzyl)-2,3,4,6-tetrahydropyrido[3,4-c][1,8]naphthyridin-5(1H)-one C(C1=CC=CC=C1)N1CC=2C(N(C=3N=CC=CC3C2CC1)CC1=CC(=CC=C1)C)=O